ClC=1C(=NC=CC1)C(=O)N[C@H]1[C@@H](CN(CC1)C1=NC=C(C=C1)C=1C=2N(C=C(C1)OCC)N=CC2C#N)OC trans-3-chloro-N-((-)-1-(5-(3-cyano-6-ethoxypyrazolo[1,5-a]pyridin-4-yl)pyridin-2-yl)-3-methoxypiperidin-4-yl)picolinamide